FC1=C(C=CC(=C1)C(F)(F)F)/C=C/C(=O)NCC(N1C(CNCC1)C1=CC=CC=C1)=O (E)-3-[2-fluoro-4-(trifluoromethyl)phenyl]-N-[2-oxo-2-(2-phenylpiperazin-1-yl)ethyl]prop-2-enamide